The molecule is an organofluorine compound formed by substitution of all the methyl protons in propan-2-ol by fluorine. It is a metabolite of inhalation anesthetic sevoflurane. It has a role as a drug metabolite. It is an organofluorine compound and a secondary alcohol. It derives from a propan-2-ol. C(C(F)(F)F)(C(F)(F)F)O